FC(OC1=CC=C2C3(CC=4C=NOC4C2=C1)CC3)F 8'-(difluoromethoxy)-4'H-spiro[cyclopropane-1,5'-naphtho[2,1-d]isoxazol]